(2-chloro-4-(2-fluorophenoxy)phenyl)(4-(((3R,6S)-6-(hydroxymethyl)tetrahydro-2H-pyran-3-yl)amino)-5-(trifluoromethoxy)-1H-pyrrolo[2,3-b]pyridin-3-yl)methanone ClC1=C(C=CC(=C1)OC1=C(C=CC=C1)F)C(=O)C1=CNC2=NC=C(C(=C21)N[C@H]2CO[C@@H](CC2)CO)OC(F)(F)F